4-(2-oxaspiro[3.3]heptan-6-ylamino)-2-[[(1R,3S)-3-([1,2,4]triazolo[4,3-a]pyridin-3-yl)cyclohexyl]amino]pyrimidine-5-carbonitrile C1OCC12CC(C2)NC2=NC(=NC=C2C#N)N[C@H]2C[C@H](CCC2)C2=NN=C1N2C=CC=C1